ClC1=CC(=C(COC=2C=CC3=C(CCN(CC3)CC3=NC=4C(=NC(=CC4)C(=O)O)N3C[C@H]3OCC3)N2)C=C1)F (S)-2-((2-((4-chloro-2-fluorobenzyl)oxy)-5,6,8,9-tetrahydro-7H-pyrido[2,3-d]azepin-7-yl)methyl)-3-(oxetan-2-ylmethyl)-3H-imidazo[4,5-b]pyridine-5-carboxylic acid